N1=CN=C2N1C1=CN=CC=C1C=C2C(=O)N [1,2,4]triazolo[1,5-a][1,7]naphthyridine-4-carboxamide